3-(3-(4-(2-formyl-3-hydroxyphenyl) butanamido)-1H-pyrazol-5-yl)cyclopentyl isopropylcarbamate C(C)(C)NC(OC1CC(CC1)C1=CC(=NN1)NC(CCCC1=C(C(=CC=C1)O)C=O)=O)=O